4-((2,5-dimethyl-4,5-dihydro-2H-pyrazolo[4,3-c]quinolin-6-yl)amino)-6-(2-hydroxymethylpropanamido)-N-(methyl-d3)nicotinamide CN1N=C2C(CN(C=3C(=CC=CC23)NC2=CC(=NC=C2C(=O)NC([2H])([2H])[2H])NC(C(C)CO)=O)C)=C1